3-(4-(4-(trifluoromethoxy)phenyl)piperazin-1-yl)butanoic acid FC(OC1=CC=C(C=C1)N1CCN(CC1)C(CC(=O)O)C)(F)F